Ethyl (3-benzyl-6-methyl-5-phenylpyrazin-2-yl)phenylalaninate C(C1=CC=CC=C1)C=1C(=NC(=C(N1)C1=CC=CC=C1)C)N[C@@H](CC1=CC=CC=C1)C(=O)OCC